BrC=1C=C(C=CC1)N(C1=CC=C(C=C1)C1=CC=CC=C1)C1=CC=C(C=C1)C1=CC2=CC=CC=C2C=C1 N-(3-bromophenyl)-N-(4-(naphthalen-2-yl)phenyl)-biphenyl-4-amine